ClC=1N=C(C2=C(N1)C(=C(N=C2)C2=CC(=CC1=CC=C(C(=C21)CC)F)OCOC)F)N2C(NC(C21CNCCC1)=O)=O (2-chloro-7-(8-ethyl-7-fluoro-3-(methoxymethoxy)naphthalen-1-yl)-8-fluoropyrido[4,3-d]pyrimidin-4-yl)-1,3,7-triazaspiro[4.5]decane-2,4-dione